1-methyl-5-oxo-4H-1,2,4-triazole-3-carboxylate CN1N=C(NC1=O)C(=O)[O-]